N-(benzo[f]quinolin-3-ylmethyl)oxazole-4-carboxamide C1=CC(=NC=2C=CC3=C(C12)C=CC=C3)CNC(=O)C=3N=COC3